FC=1C=2N(C=C(C1)NC(=O)C=1C=CC(=C3C=CC(=NC13)C)N1C[C@H](N([C@H](C1)C)C(=O)OC(C)(C)C)C)C=C(N2)C tert-butyl (2R,6S)-4-[8-({8-fluoro-2-methylimidazo[1,2-a]pyridin-6-yl}carbamoyl)-2-methylquinolin-5-yl]-2,6-dimethylpiperazine-1-carboxylate